COC(=O)N1C[C@@H](OCC1)CC1=C(N=C2N1C=CC(=C2)C)C2=C(C=C(C=C2F)C=2NC=CC2)F (S)-2-((2-(2,6-difluoro-4-(1H-pyrrol-2-yl)phenyl)-7-methylimidazo[1,2-a]pyridin-3-yl)methyl)morpholine-4-carboxylic acid methyl ester